CS(=O)(=NC1=NC(=NC(=C1)N1[C@@H](COCC1)C)C1=CC(=NC=C1)NC)C (R)-dimethyl((2-(2-(methylamino)pyridin-4-yl)-6-(3-methylmorpholino)-pyrimidin-4-yl)imino)-λ6-sulfanone